CC1=CC=C(C=C1)NC(C(=O)C1=CC=CC=C1)C1=CC=CC=C1 2-[(4-METHYLPHENYL)amino]-1,2-diphenyl-ethanone